N(O)=CC=1C=CC(=NC1)NC(=O)C1C(C1(C)C)(C)C N-[5-[hydroximinomethyl]-2-pyridinyl]-2,2,3,3-tetramethyl-cyclopropanecarboxamide